NC=1C=2N(C(=CN1)Cl)C(=NC2C2=C(C=C(C=C2)NC(C(O)C2=CC(=CC=C2)F)=O)F)C([2H])([2H])[2H] N-[4-[8-amino-5-chloro-3-(trideuteriomethyl)imidazo[1,5-a]pyrazin-1-yl]-3-fluoro-phenyl]-2-(3-fluorophenyl)-2-hydroxy-acetamide